(5R)-3-chloro-5-[4-methyl-3-[3-(trifluoromethyl)phenoxy]phenyl]-4,5-dihydroisoxazole ClC1=NO[C@H](C1)C1=CC(=C(C=C1)C)OC1=CC(=CC=C1)C(F)(F)F